Methyl (2E)-3-(4-fluorophenyl)prop-2-enoate FC1=CC=C(C=C1)/C=C/C(=O)OC